Tert-butyl 2-(5,6-diaminopyrimidin-4-ylamino)-2-oxoethylcarbamate NC=1C(=NC=NC1N)NC(CNC(OC(C)(C)C)=O)=O